C(C1CO1)OC1=CC=C(C=C1)C=1C(=O)NC(C1)=O 4-glycidyloxyphenyl-maleimide